6-chloro-N-((1R,2R)-2-fluorocyclobutyl)-8-((4-methoxybenzyl)(methyl)amino)imidazo[1,2-b]pyridazine-3-carboxamide ClC=1C=C(C=2N(N1)C(=CN2)C(=O)N[C@H]2[C@@H](CC2)F)N(C)CC2=CC=C(C=C2)OC